N-(2-Phenylimidazo[1,2-a]pyridin-7-yl)-N'-[(pyridin-4-yl)methyl]urea C1(=CC=CC=C1)C=1N=C2N(C=CC(=C2)NC(=O)NCC2=CC=NC=C2)C1